4-(1,3-dioxolan-2-yl)-2-(methoxymethyl)thiazoleN O1C(OCC1)C1=CN(SC1)COC